N-(bicyclo[2.2.1]heptan-2-yl-(cyclohexyl)methyl)-4-methylbenzenesulfonamide C12C(CC(CC1)C2)C(NS(=O)(=O)C2=CC=C(C=C2)C)C2CCCCC2